5-(cyclopropylmethyl)-6-(2-(2-methyl-6-(trifluoromethyl)pyrimidin-4-yl)-2,6-diazaspiro[3.4]octan-6-yl)-1,5-dihydro-4H-pyrazolo[3,4-d]pyrimidin-4-one C1(CC1)CN1C(=NC2=C(C1=O)C=NN2)N2CC1(CN(C1)C1=NC(=NC(=C1)C(F)(F)F)C)CC2